O=S1(CCN(CC1)CC1=CC=C(C=C1)C1=C(C(=C(C(=C1F)F)C=1C=CC2=C(NC(=N2)C)C1)F)F)=O 6-(4'-((1,1-Dioxidothiomorpholino)Methyl)-2,3,5,6-Tetrafluoro-[1,1'-Biphenyl]-4-yl)-2-Methyl-1H-benzo[d]Imidazol